butyl 2-(quinazolin-4-yl)-2,7-diazaspiro[3.5]nonane-7-carboxylate N1=CN=C(C2=CC=CC=C12)N1CC2(C1)CCN(CC2)C(=O)OCCCC